C1(=CC=CC=C1)[C@H]1N=C(OC1)C1=C(N)C=CC=C1 R-2-(4-phenyl-4,5-dihydrooxazol-2-yl)-aniline